C(C)(C)(C)C1=CC(=NN1C1CC(C1)O)NC1=NC=2C(=C(C(=NC2)OC2=CC(=NC=C2)NC(C)=O)C)N1C N-(4-((2-((5-(tert-butyl)-1-((1s,3s)-3-hydroxycyclobutyl)-1H-pyrazol-3-yl)amino)-1,7-dimethyl-1H-imidazo[4,5-d]pyridin-6-yl)oxy)pyridin-2-yl)acetamide